C(C)(C)(C)OC(=O)N1CC(C(CC1)(F)F)C1=CC(=[N+](C=C1)[O-])COS(=O)(=O)C1=CC=C(C)C=C1 4-(1-(tert-butoxycarbonyl)-4,4-difluoropiperidin-3-yl)-2-((tosyloxy)methyl)pyridine 1-oxide